NC1=NC=C(C2=C1C(=C(N2C)C2=CC=C(C=C2)NC(C(=C)F)=O)C2=CC(=C(C(=O)NCC(F)(F)F)C=C2)OC)C#CC(C)(C)N 4-(4-amino-7-(3-amino-3-methylbut-1-yn-1-yl)-2-(4-(2-fluoroacryloylamino)phenyl)-1-methyl-1H-pyrrolo[3,2-c]pyridin-3-yl)-2-methoxy-N-(2,2,2-trifluoroethyl)benzamide